ClC1=C(C(C2=CC=CC=C2C1=O)=O)NCC1=CC=C(C(=O)NC2=CC=C(C=C2)N2CCN(CC2)CC)C=C1 4-((3-Chloro-1,4-dioxo-1,4-dihydronaphthalin-2-ylamino)methyl)-N-(4-(4-ethylpiperazin-1-yl)phenyl)benzamid